CC1(C(N(C2=CC=CC=C12)C)=O)CC(C1=CC=CC=C1)=O dimethyl-3-(2-oxo-2-phenylethyl)indolin-2-one